3-(3-{3-fluoro-4-[(2-methyl-1H-imidazol-1-yl)methyl]phenyl}-5-(2,2,2-trifluoroethyl)-2-thienylsulfonyl)-1-(3,3,3-trifluoropropyl)urea FC=1C=C(C=CC1CN1C(=NC=C1)C)C1=C(SC(=C1)CC(F)(F)F)S(=O)(=O)NC(NCCC(F)(F)F)=O